Tert-butyl (12aR)-9-bromo-10-fluoro-8-[(pyridin-4-yl)methoxy]-3,4,12,12a-tetrahydro-6H-pyrazino[2,1-c][1,4]benzoxazepine-2(1H)-carboxylate BrC1=C(C2=C(CN3[C@@H](CO2)CN(CC3)C(=O)OC(C)(C)C)C=C1OCC1=CC=NC=C1)F